FC1=CC(=CC2=C1NC(O2)=O)[N+](=O)[O-] 4-fluoro-6-nitrobenzo[d]oxazol-2(3H)-one